BrC=1C(=NC(=CC1)OC)C(=O)N1CCN(CC1)CC1=C(N=C2N1C=CC=C2)C2=CC=C(C=C2)Cl (3-bromo-6-methoxypyridin-2-yl)(4-{[2-(4-chlorophenyl)imidazo[1,2-a]pyridin-3-yl]methyl}piperazin-1-yl)methanone